FC1=C(C(=C(C(=C1OC(=O)C1=COCO1)F)F)F)F [1,3]dioxole-5-carboxylic acid pentafluorophenyl ester